2-{[(1S)-1-(4-chlorophenyl)ethyl]amino}-8-(3-hydroxybenzyl)pyrido[2,3-d]pyrimidin-7(8H)-one ClC1=CC=C(C=C1)[C@H](C)NC=1N=CC2=C(N1)N(C(C=C2)=O)CC2=CC(=CC=C2)O